1,1,1-Tris(2-bromoisobutyryloxymethyl)ethan BrC(C(=O)OCC(C)(COC(C(C)(C)Br)=O)COC(C(C)(C)Br)=O)(C)C